(4-((4-amino-6-((benzyl(methyl)amino)methyl)-1,3,5-triazin-2-yl)amino)benzonitrile) NC1=NC(=NC(=N1)CN(C)CC1=CC=CC=C1)NC1=CC=C(C#N)C=C1